platinum-nickel-gold [Au].[Ni].[Pt]